CC1(COC2=C1C(=CC=C2)OC2=NC=C(C=N2)NC=2C=NC=CC2N)C N3-[2-[(3,3-dimethyl-2H-benzofuran-4-yl)oxy]pyrimidin-5-yl]pyridine-3,4-diamine